C(C)N1N=C2N=C(C=NC2=C1)N[C@@H](C)C=1C=C(C=CC1)NC(C1=CC(=C(C=C1)CN1CCCC1)C)=O (S)-N-(3-(1-((2-ethyl-2H-pyrazolo[3,4-b]pyrazin-6-yl)amino)ethyl)phenyl)-3-methyl-4-(pyrrolidin-1-ylmethyl)benzamide